1-(2-fluoro-4-(6-(2-(2-oxo-4-(3-(trifluoromethoxy)phenyl)piperazin-1-yl)acetamido)pyridazin-3-yl)butyl)-N-methyl-1H-1,2,3-triazole-4-carboxamide FC(CN1N=NC(=C1)C(=O)NC)CCC=1N=NC(=CC1)NC(CN1C(CN(CC1)C1=CC(=CC=C1)OC(F)(F)F)=O)=O